(2-(2-(3-methylbenzylidene)hydrazino)-8-(pyridin-4-yl)-9H-purin-6-yl)morpholine CC=1C=C(C=NNC2=NC(=C3N=C(NC3=N2)C2=CC=NC=C2)N2CCOCC2)C=CC1